BrC1=CC=C(C=C1)N([C@](C(=O)OCC)(C)C#N)O |r| racemic-ethyl 2-((4-bromophenyl) (hydroxy) amino)-2-cyanopropionate